C1(CC1)C=1C=CC=C2C(=NNC12)N 7-cyclopropyl-1H-indazol-3-amine